[N+](=O)([O-])C1=C(CN[C@@H](CS)C(=O)O)C=CC=C1 (2-nitrobenzyl)cysteine